C(C)(C)(C)C1=C(C(=C(O)C=C1)O)O tertiary butyl-pyrogallol